4-((7-methoxy-1,2,3,4-tetrahydro-5H-pyrido[4,3-b]indol-5-yl)methyl)benzenesulfonamide COC=1C=CC=2C3=C(N(C2C1)CC1=CC=C(C=C1)S(=O)(=O)N)CCNC3